FC(S(=O)(=O)[O-])(F)F.[Sc+3].FC(S(=O)(=O)[O-])(F)F.FC(S(=O)(=O)[O-])(F)F scandium(3+) trifluoromethanesulfonate